BrC=1C=CC(=C(CCO[Si](C)(C)C(C)(C)C)C1)I (5-bromo-2-iodophenethoxy)(t-butyl)dimethylsilane